COC(=O)C=1SC=C(C1N)OC1=C2C=NN(C2=CC=C1C)C1OCCCC1 3-amino-4-((5-methyl-1-(tetrahydro-2H-pyran-2-yl)-1H-indazol-4-yl)oxy)thiophene-2-carboxylic acid methyl ester